OCCOC1=NNC(=C1C)C=1C=C(C(=O)OC)C=CC1C methyl 3-(3-(2-hydroxyethoxy)-4-methyl-1H-pyrazol-5-yl)-4-methylbenzoate